7-(methoxymethyl)-1-methyl-4-[4-methyl-4-(5-methyl-1,3-benzoxazol-2-yl)piperidin-1-yl]-2-oxo-1,2-dihydroquinoline-3-carbonitrile COCC1=CC=C2C(=C(C(N(C2=C1)C)=O)C#N)N1CCC(CC1)(C=1OC2=C(N1)C=C(C=C2)C)C